(S)-N-(1-(3-isopropylphenyl)ethyl)-1,2-dimethyl-1H-indole-6-carboxamide C(C)(C)C=1C=C(C=CC1)[C@H](C)NC(=O)C1=CC=C2C=C(N(C2=C1)C)C